BocAcetonitrile C(=O)(OC(C)(C)C)CC#N